C[Si](CCOOC(C(F)(F)F)=O)(C)C (2-(trimethylsilyl)ethoxy)Trifluoroacetic acid